(E)-1-(1-(3-oxobut-1-en-1-yl)cyclopropyl)-5-(trifluoromethyl)pyrimidine-2,4(1H,3H)-dione O=C(/C=C/C1(CC1)N1C(NC(C(=C1)C(F)(F)F)=O)=O)C